8-(1-acetylpiperidin-4-yl)-4-fluoro-1-(2,2,2-trifluoroethyl)-2-(trifluoromethyl)chromeno[7,8-d]imidazol-6(1H)-one C(C)(=O)N1CCC(CC1)C=1OC2=C(C(C1)=O)C=C(C=1N=C(N(C12)CC(F)(F)F)C(F)(F)F)F